FCCCN1CC(C1)CC1=CC=C(C=C1)C1=C(CCCC2=C1C=CC(=C2)C(=O)O)C2=CC(=NC=C2)OC 9-(4-((1-(3-fluoropropyl)azetidin-3-yl)methyl)phenyl)-8-(2-methoxypyridin-4-yl)-6,7-dihydro-5H-benzo[7]annulene-3-carboxylic acid